methyl 4-(5-chloro-2-(trifluoromethoxy) phenyl)-6-methylpyridine-3-carboxylate ClC=1C=CC(=C(C1)C1=C(C=NC(=C1)C)C(=O)OC)OC(F)(F)F